C(C=C)N[C@H]([C@H](O)C1=CC=CC=C1)C (1R,2S)-2-(allylamino)-1-phenyl-1-propanol